CC1=C2C(=NC=3CCCCC13)CN(C2)C(CC2CN(C2)C2=CC(=NC=C2)C(F)(F)F)=O 1-(9-Methyl-1,3,5,6,7,8-hexahydro-pyrrolo[3,4-b]quinolin-2-yl)-2-[1-(2-trifluoromethyl-pyridin-4-yl)-azetidin-3-yl]-ethanone